1-(difluoromethyl)-1H-indazol FC(N1N=CC2=CC=CC=C12)F